C12(CNCC(CC1)C2)C[O-] 3-azabicyclo[3.2.1]oct-1-yl-methoxide